NC1=NC(=C(C=2N1C(N(N2)CC2=NN=CN2C)=O)C2=CC(=NC(=C2)C)C)C2=CC=CC=C2 5-amino-8-(2,6-dimethyl-4-pyridinyl)-2-[(4-methyl-1,2,4-triazol-3-yl)methyl]-7-phenyl-[1,2,4]triazolo[4,3-c]pyrimidin-3-one